ClC1=CC=C(C(=N1)C(=O)O)N[C@H](C)C1=C2N=C(C(=NC2=CC(=C1)C)C#N)N1CCN(CC1)C=1C=NC=CC1 (R)-6-chloro-3-((1-(2-cyano-7-methyl-3-(4-(pyridin-3-yl)piperazin-1-yl)quinoxalin-5-yl)ethyl)amino)picolinic acid